C(CCCCC)C(C)(C)CCCCCC 2,2-dihexylpropane